1-(4'-bromophenoxy)-1-ethoxyethane BrC1=CC=C(OC(C)OCC)C=C1